1-cyclopentyl-4-((6-(2-fluorophenyl)pyridazin-3-yl)methyl)-1,4-dihydropyrazine-2,3-dione C1(CCCC1)N1C(C(N(C=C1)CC=1N=NC(=CC1)C1=C(C=CC=C1)F)=O)=O